ClC=1C=C2C(=CC(=NC2=CC1)C(F)(F)F)N[C@@H]1C[C@@H](CCC1)NC(=O)C=1C=NN(C1)C1CCCCC1 N-[(1R,3S)-3-{[6-chloro-2-(trifluoromethyl)quinolin-4-yl]amino}cyclohexyl]-1-cyclohexyl-1H-pyrazole-4-carboxamide